9-chloro-2-hydroxy-3,7-dimethyl-4H-pyrido[1,2-a]pyrimidin-4-one ClC1=CC(=CN2C1=NC(=C(C2=O)C)O)C